NC=1C=2N(C3=C(N1)C=NC(=C3)C(=O)N3[C@@H]1[C@H](O[C@H](C3)C)CC=3C=C(C=CC31)OC(F)(F)F)C=NC2 (4-aminoimidazo[1,5-a]pyrido[3,4-e]pyrazin-8-yl)((2S,4aS,9aR)-2-methyl-7-(trifluoromethoxy)-2,3,9,9a-tetrahydroindeno[2,1-b][1,4]oxazin-4(4aH)-yl)methanone